1H-phenanthro[9,10]imidazole N1C=NC2=C1C1=CC=CC=C1C=1C=CC=CC12